(S)-6-((1-(2-Fluoro-5-methylphenyl)ethyl)amino)-3-(tetrahydro-2H-pyran-4-yl)-1,3,5-Triazine-2,4(1H,3H)-dione FC1=C(C=C(C=C1)C)[C@H](C)NC1=NC(N(C(N1)=O)C1CCOCC1)=O